C1(=CC=CC=C1)N1C(SC(N1)=S)=S 3-phenyl-1,3,4-thiadiazolidine-2,5-dithione